4-Methyl-1-((6-((4-methylbenzyl)oxy)hex-1-en-2-yl)oxy)pyridin CC1=CCN(C=C1)OC(=C)CCCCOCC1=CC=C(C=C1)C